4-{4-[2-(Pentafluoro-λ6-sulfanyl)phenoxy]-3-(trifluoromethoxy)phenyl}-2H,4H,5H,6H,7H-pyrazolo[3,4-b]pyridin-6-on FS(C1=C(OC2=C(C=C(C=C2)C2C=3C(NC(C2)=O)=NNC3)OC(F)(F)F)C=CC=C1)(F)(F)(F)F